1-(1-(6,7-difluoro-4-oxo-3,4-dihydrophthalazin-1-yl)ethyl)-1-isobutylurea FC=1C=C2C(NN=C(C2=CC1F)C(C)N(C(=O)N)CC(C)C)=O